ON1C(=C(C(C2=CC=CC=C12)=O)CC1=C(C=CC=C1)Br)C 1-hydroxy-2-methyl-3-(2-bromobenzyl)-4(1H)-quinolinone